C(N)(=N)C=1C=C(OC2=C(C=3C=CNC3C(=C2F)F)C(=O)NC)C=CC1F 5-(3-Carbamimidoyl-4-fluoro-phenoxy)-6,7-difluoro-N-methyl-1H-indole-4-carboxamide